C(C)(C)(C)OC([C@@H](CC=1C=NC=C(C1)O)[C@@H]1CN(CC1)C(=O)OC(C)(C)C)=O tert-butyl (R)-3-((S)-1-(tert-butoxy)-3-(5-hydroxypyridin-3-yl)-1-oxopropan-2-yl)pyrrolidine-1-carboxylate